C12CNCC2C1C1=NN(C2=C1C(=NC(=C2F)C2=CC(=CC1=CC=C(C(=C21)C#C)F)O)C(F)(F)F)C2CC2 4-[3-(3-azabicyclo[3.1.0]hexan-6-yl)-1-cyclopropyl-7-fluoro-4-(trifluoromethyl)pyrazolo[4,3-c]pyridin-6-yl]-5-ethynyl-6-fluoro-naphthalen-2-ol